[N+](=O)([O-])C1COCOC1 5-nitro-1,3-dioxan